C(C)(C)(C)OC(=O)N1C[C@@H](N(CC1)C1=NC=NC2=C(C(=C(C=C12)Cl)C1=NC(=CC(=C1C(F)(F)F)C)N(CC1=CC=C(C=C1)OC)CC1=CC=C(C=C1)OC)F)C (3S)-4-[7-[6-[bis[(4-methoxyphenyl)methyl]amino]-4-methyl-3-(trifluoromethyl)-2-pyridinyl]-6-chloro-8-fluoro-quinazolin-4-yl]-3-methyl-piperazine-1-carboxylic acid tert-butyl ester